C(CCCCCCC\C=C/CCCCCCCC)(=O)[O-] Oleate